C(C)C(C(=O)O)C(C)=O.C(CC(=O)C)(=O)OCC ETHYL ACETOACETATE (ethyl 3-oxobutanoate)